bis-(3,5-dimethyl-4-hydroxyphenyl)methane methyl-N-Boc-L-lysinate hydrochloride Cl.COC([C@@H](NC(=O)OC(C)(C)C)CCCCN)=O.CC=1C=C(C=C(C1O)C)CC1=CC(=C(C(=C1)C)O)C